NC=1C(=NC(=C(N1)CC1=C(C=CC=C1F)Cl)C1=CN(C(C=C1)=O)C)C(=O)N(CC1=C(C=CC=C1F)Cl)C=1OC=CN1 3-amino-N-(2-chloro-6-fluorophenylmethyl)-6-(1-methyl-6-oxo-1,6-dihydropyridin-3-yl)-5-(2-chloro-6-fluorophenylmethyl)(Oxazol-2-yl)pyrazine-2-carboxamide